FC(C1=CC=C(C=C1)C1=NN(C2=CC=CC=C12)C=1C=C(C=CC1)C(C(=O)N)=C)(F)F (3-(3-(4-(trifluoromethyl)phenyl)-1H-indazol-1-yl)phenyl)acrylamide